isoamyl 4-methoxycinnamate (1-phenyl-4-methoxy-cinnamate) C1(=CC=CC=C1)C1(C=CC(=O)O)CC=C(C=C1)OC.COC1=CC=C(C=CC(=O)OCCC(C)C)C=C1